C(C)(=O)N([C@H](C(=O)O)[C@H](CC)C)CCC=1C2=C(SC1)C=CC=C2 (2S,3S)-2-[Acetyl-(2-benzo[b]thiophen-3-yl-ethyl)-amino]-3-methyl-pentanoic acid